BrC1=C(C=C(C=C1)C(O)C1=CC=NC=C1)C (4-bromo-3-methylphenyl)(pyridin-4-yl)methanol